C(#N)CCNCCC#N bis(beta-cyanoethyl)amine